(2R)-N-((S or R)-(5-chloro-6-(trifluoro-methyl)pyridin-3-yl)(3-fluoro-4-(trifluoro-methoxy)phenyl)methyl)-2-methyl-3-oxo-piperazine-1-carboxamide ClC=1C=C(C=NC1C(F)(F)F)[C@@H](NC(=O)N1[C@@H](C(NCC1)=O)C)C1=CC(=C(C=C1)OC(F)(F)F)F |o1:11|